[N+](=O)([O-])C1=CC=C(C(=O)N)C=C1 (4-nitro)benzamide